hexakis(p-hydrazinophenoxy)cyclotriphosphazene N(N)C1=CC=C(OP2(=NP(=NP(=N2)(OC2=CC=C(C=C2)NN)OC2=CC=C(C=C2)NN)(OC2=CC=C(C=C2)NN)OC2=CC=C(C=C2)NN)OC2=CC=C(C=C2)NN)C=C1